CC1=CC=C(N=N1)NC1=CC2=C(N=CN2)C=C1 N-(6-methylpyridazin-3-yl)benzimidazol-5-amine